C(C)[17OH] ethanol-17O